O=C1NC(CCC1N1C(C2=CC=CC(=C2C1)C#CCC(C)C)=O)=O 5-(2-(2,6-dioxopiperidin-3-yl)-1-oxoisoindolin-4-yl)-2-methylpent-4-yn